(R)-3-(5-oxopyrrolidin-2-yl)propanoic acid O=C1CC[C@@H](N1)CCC(=O)O